bis(2,4,5-trichloro-6-carbonylpentyloxyphenyl) oxalate C(C(=O)OC1=C(C=C(C(=C1OCCCCC=C=O)Cl)Cl)Cl)(=O)OC1=C(C=C(C(=C1OCCCCC=C=O)Cl)Cl)Cl